3-(pyridin-2-ylmethoxy)phenylboronic acid N1=C(C=CC=C1)COC=1C=C(C=CC1)B(O)O